BrC=1C=C2C(CC3(COC3)OC2=CC1OCOCCOC)=O 6-bromo-7-((2-methoxyethoxy)methoxy)spiro[chromane-2,3'-oxetan]-4-one